N1[C-]=CC=C1 2-pyrrolid